C1(CC1)C=1C=CC2=C(NCCO2)C1 6-cyclopropyl-3,4-dihydro-2H-benzo[1,4]oxazine